NC1=C2C(=NC=3CCCCC13)N(C=1C=CC(=CC12)C(=O)OC)CCCN(C)C Methyl 11-amino-6-(3-(dimethylamino)propyl)-2,3,4,6-tetrahydro-1H-indolo[2,3-b]quinolin-9-carboxylate